C1(CC1)N(C1=C(C(=NC=N1)NCC1(CCOCC1)CC(=O)NCCCN(C)C)F)CC1=CC=C(C=C1)C(F)(F)F 2-[4-[[[6-[cyclopropyl-[[4-(trifluoromethyl)phenyl]methyl]amino]-5-fluoro-pyrimidin-4-yl]amino]methyl]tetrahydropyran-4-yl]-N-[3-(dimethylamino)propyl]acetamide